3,5-dimethyldecan-1-ol CC(CCO)CC(CCCCC)C